1,5,5,9-Tetramethyl-13-oxatricyclo(8.3.0.0(4,9))tridecane CC12CCC3C(CCCC3(C2CCO1)C)(C)C